CN(C=1C=CC=C2C=CC=C(C12)[Se][Se]C=1C=CC=C2C=CC=C(C12)N(C)C)C 8-(2-(8-(dimethylamino)naphthalen-1-yl)diselanyl)-N,N-dimethylnaphthalen-1-amine